3-bromo-6-(tert-butyl)benzo[b]thiophene BrC=1C2=C(SC1)C=C(C=C2)C(C)(C)C